N-(1-((3-chloro-2-fluorophenyl)amino)-6-methylisoquinolin-5-yl)-4-((2,4-dimethoxybenzyl)amino)-6-methylquinazoline-8-carboxamide ClC=1C(=C(C=CC1)NC1=NC=CC2=C(C(=CC=C12)C)NC(=O)C=1C=C(C=C2C(=NC=NC12)NCC1=C(C=C(C=C1)OC)OC)C)F